(4aR,8aS)-6-(4-(2-Cyclopropylpyridin-4-yl)piperidin-1-carbonyl)hexahydro-2H-pyrido[4,3-b][1,4]oxazin-3(4H)-on C1(CC1)C1=NC=CC(=C1)C1CCN(CC1)C(=O)N1C[C@@H]2[C@@H](OCC(N2)=O)CC1